2-(((1r,4r)-4-(((3-chlorophenyl)(3-fluorophenyl)carbamoyl-oxy)methyl)cyclohexyl)methoxy)acetic acid ClC=1C=C(C=CC1)N(C(=O)OCC1CCC(CC1)COCC(=O)O)C1=CC(=CC=C1)F